C(C=C)ONC(C1=C(C(=C(C(=C1)CC1=C(C(=NC=C1)NS(=O)(=O)NC)F)F)F)NC1=C(C=C(C=C1)I)F)=O N-(allyloxy)-3,4-difluoro-5-((3-fluoro-2-((N-methylaminosulfonyl)amino)pyridin-4-yl)methyl)-2-((2-fluoro-4-iodophenyl)amino)benzamide